N-formimino-L-glutamate C(=N)N[C@@H](CCC(=O)[O-])C(=O)[O-]